citric acid, amide C(CC(O)(C(=O)O)CC(=O)O)(=O)N